5-(3-(ethylsulfonyl)-5-(1-methyl-1H-pyrazol-5-yl)pyridin-2-yl)-2-(trifluoromethyl)-[1,2,4]triazolo[1,5-a]pyrimidine C(C)S(=O)(=O)C=1C(=NC=C(C1)C1=CC=NN1C)C1=NC=2N(C=C1)N=C(N2)C(F)(F)F